C(\C=C/C(=O)O)(=O)O.CC(C)(C)NC[C@@H](COC1=NSN=C1N1CCOCC1)O (S)-1-[(1,1-dimethylethyl)amino]-3-[[4-(4-morpholinyl)-1,2,5-thiadiazol-3-yl]oxy]-2-propanol (Z)-2-butenedioate